N-ethoxy-4-((2-methoxy-3-(5-methyl-pyrazin-2-yl)phenyl)amino)-6-((5-(trifluoromethyl)pyridin-3-yl)amino)nicotinamide C(C)ONC(C1=CN=C(C=C1NC1=C(C(=CC=C1)C1=NC=C(N=C1)C)OC)NC=1C=NC=C(C1)C(F)(F)F)=O